(3-((benzyloxy)methyl)-4-ethyl-5-oxo-4,5-dihydro-1H-1,2,4-triazol-1-yl)-7-fluoro-2-(2-fluoro-5-tolyl)-4-(prop-1-en-2-yl)isoquinoline-1(2H)-one C(C1=CC=CC=C1)OCC1=NN(C(N1CC)=O)C=1N(C(C2=CC(=CC=C2C1C(=C)C)F)=O)C=1C=CC(=C(C1)C)F